FC(C=1C=C(C=CC1F)C=1C=C2C(=NC1)C=NN2CC(=O)N2[C@@H]1CO[C@H](C2)C1)F 2-[6-[3-(Difluoromethyl)-4-fluoro-phenyl]pyrazolo[4,3-b]pyridin-1-yl]-1-[(1S,4S)-2-oxa-5-azabicyclo[2.2.1]heptan-5-yl]ethanone